FC1=C(C=C(C(=C1F)F)F)B(C1=C(C(=C(C(=C1)F)F)F)F)C1=C(C(=C(C(=C1)F)F)F)F tris(2,3,4,5-tetrafluorophenyl)boron